tert-butyl ((1R,5S,6s)-3-(2-(1-(4-nitrophenyl)piperidin-4-yl)ethyl)-3-azabicyclo[3.1.0]hexan-6-yl)carbamate [N+](=O)([O-])C1=CC=C(C=C1)N1CCC(CC1)CCN1C[C@@H]2C([C@@H]2C1)NC(OC(C)(C)C)=O